C(C)OC(C1=C(C=CC(=C1)C(F)(F)F)NC1=C(C=C(C=C1)OC)OC)=O.C(CCCCCCCCC=C)NC(C=C)=O N-10-undecenyl-acrylamide ethyl-2-((2,4-dimeth-oxyphenyl)-amino)-5-(trifluorometh-yl)benzoate